CN1N=NC2=C1C=CC(=C2)C2=NN(C(=C2)C2=CC=C(C=C2)C(F)(F)F)CC2=CC=C(C(=O)NO)C=C2 4-{[3-(1-methyl-1H-benzo[d][1,2,3]triazol-5-yl)-5-(4-trifluoromethylphenyl)-1H-pyrazol-1-yl]methyl}-N-hydroxybenzamide